(benzyloxy)-5-(2-bromoacetyl)quinoline C(C1=CC=CC=C1)OC1=NC2=CC=CC(=C2C=C1)C(CBr)=O